N-(p-toluenesulfonyl)-methionine CC1=CC=C(C=C1)S(=O)(=O)N[C@@H](CCSC)C(=O)O